1,5-dimethyl-2,4-bis(isocyanatomethyl)benzene CC1=C(C=C(C(=C1)C)CN=C=O)CN=C=O